4-((3-phenyl-1H-pyrazol-4-yl)methyl)benzenesulfonamide C1(=CC=CC=C1)C1=NNC=C1CC1=CC=C(C=C1)S(=O)(=O)N